[2-fluoro-6-(methoxymethoxy)-8-(4,4,5,5-tetramethyl-1,3,2-dioxaborolan-2-yl)-1-naphthyl]ethynyl-triisopropyl-silane FC1=C(C2=C(C=C(C=C2C=C1)OCOC)B1OC(C(O1)(C)C)(C)C)C#C[Si](C(C)C)(C(C)C)C(C)C